CN1N=CC(=C1C)NC1=NC=C(C(=N1)N1C=C(C2=CC(=CC=C12)C(C(=O)N)=C)C)F [1-[2-[(1,5-dimethylpyrazol-4-yl)amino]-5-fluoro-pyrimidin-4-yl]-3-methyl-indol-5-yl]prop-2-enamide